BrC1=CC=C(OC=2C=C(C=CC2)S(=O)(=O)N2CCC(CC2)NC=2N=CC3=C(N2)N(C(C32CC2)=O)[C@H]2C[C@@H](CCC2)OC2OCCCC2)C=C1 2'-({1-[3-(4-Bromophenoxy)benzenesulfonyl]piperidin-4-yl}amino)-7'-[(1R,3R)-3-(oxan-2-yloxy)cyclohexyl]spiro[cyclopropane-1,5'-pyrrolo[2,3-d]pyrimidin]-6'-one